(8S,11R,13S,14S,17R)-17-Acetyl-13-methyl-11-(4-(methyl(8-oxooctyl)amino)phenyl)-3-oxo-2,3,6,7,8,11,12,13,14,15,16,17-dodecahydro-1H-cyclopenta[a]phenanthren-17-yl Acetate C(C)(=O)O[C@@]1(CC[C@H]2[C@@H]3CCC4=CC(CCC4=C3[C@H](C[C@]12C)C1=CC=C(C=C1)N(CCCCCCCC=O)C)=O)C(C)=O